C(C=1C(C(=O)O)=CC(C(=O)O)=CC1)(O)=N trimellitic acid imine